4-(dimethylamino)-4-phenylcyclohexanone CN(C1(CCC(CC1)=O)C1=CC=CC=C1)C